C(C)C1=CC2=C(C(C=3NC4=CC(=CC=C4C3C2=O)C#N)(C)C)C=C1C#N 9-ethyl-6,6-dimethyl-11-oxo-6,11-dihydro-5H-benzo[b]carbazole-3,8-dicarbonitrile